C(C)(C)N1C(C=CC(=C1)C1=NC(=NC=C1)NC1=CC=C(C=C1)S(=O)(=O)C)=O 1-isopropyl-5-(2-(4-(methylsulfonyl)phenyl)aminopyrimidin-4-yl)-pyridin-2(1H)-one